FC(C(=O)O)(F)F.FC1=C(COC2C[C@H]3COC[C@@H](C2)N3)C=CC(=C1)C(F)(F)F (1R,5S,7s)-7-((2-fluoro-4-(trifluoromethyl)benzyl)oxy)-3-oxa-9-azabicyclo[3.3.1]nonane 2,2,2-trifluoroacetate